(R)-anthracene C1=CC=CC2=CC3=CC=CC=C3C=C12